[Fe+3].NC1=NC2=CC=C(C=C2C=N1)C=1C(=C(C=CC1F)C1=C(C=C(C=C1C(F)(F)F)C(F)(F)F)S(=O)(=O)N)F (3-(2-aminoquinazoline-6-yl)-2,4-difluorophenyl)-3,5-bis(trifluoromethyl)benzenesulfonamide iron (III)